Methyl-2-[(1-((2-chlorophenyl)methyl)-5-(3-methoxyphenyl)-1H-pyrazol-3-yl)methoxy]-2-ethylbutanoate COC(C(CC)(CC)OCC1=NN(C(=C1)C1=CC(=CC=C1)OC)CC1=C(C=CC=C1)Cl)=O